Nickel-zinc-manganese carbonate C([O-])([O-])=O.[Mn+2].[Zn+2].[Ni+2].C([O-])([O-])=O.C([O-])([O-])=O